COC(=CC(=O)[O-])C 3-methoxybut-2-enoate